F[C@@H]1CN(CC1)CC1=C(C=CC(=N1)NC1=CC2=C(C=N1)SC(=N2)C2=NC=CC=C2C)C 6-{[(3S)-3-Fluoropyrrolidin-1-yl]methyl}-5-methyl-N-[2-(3-methylpyridin-2-yl)-[1,3]thiazolo[5,4-c]pyridin-6-yl]pyridin-2-amine